C(#N)N1C2CCC(C1)[C@H]2NC(C2=CC=C(C=C2)C2=C(C=NC=C2)NC2=CC=C(C=C2)F)=O N-((7R)-2-Cyano-2-azabicyclo[2.2.1]heptan-7-yl)-4-(3-((4-fluorophenyl)amino)pyridin-4-yl)benzamid